L-1-isopropyl alcohol C(C)(C)O